6-bromo-8-fluoro-2,5-dimethyl-4,5-dihydro-[1,2,4]triazolo[4,3-a]quinoxalin-1(2H)-one BrC1=C2N(CC=3N(C2=CC(=C1)F)C(N(N3)C)=O)C